FC1=CC=C(C=C1)NC(=O)C1(CCC1)C1=NC=2CCCN(C2C=C1)C(=O)C1OCCCC1 N-(4-fluorophenyl)-1-[5-(oxane-2-carbonyl)-5,6,7,8-tetrahydro-1,5-naphthyridin-2-yl]cyclobutane-1-carboxamide